pentadecafluoro-3-(trifluoromethyl)non-4-ene FC(C(C(C(C=CC(C(C(F)(F)F)(F)F)(C(F)(F)F)F)(F)F)(F)F)(F)F)(F)F